(4-(1-(5-(2-((5-bromo-2,3-dihydro-1H-inden-2-yl)amino)pyrimidine-5-yl)-1,3,4-oxadiazol-2-yl)azetidin-3-yl)-1H-1,2,3-triazol-1-yl)methyl pivalate C(C(C)(C)C)(=O)OCN1N=NC(=C1)C1CN(C1)C=1OC(=NN1)C=1C=NC(=NC1)NC1CC2=CC=C(C=C2C1)Br